FC=1C(=C(C(=C(C1)CC(=O)OCC1=C(C=CC(=C1)N)OC)F)F)F (5-amino-2-methoxyphenyl)methanol tetrafluorophenylacetate